C(C)(C)(C)OC(=O)N1CCN(CC1)C(C(=O)OC)C 4-(1-methoxy-1-oxopropan-2-yl)piperazine-1-carboxylic acid tert-butyl ester